bis(2-butyloctyl) 10-[[1-(2-hydroxyethyl)-4-piperidyl]methyl-octylsulfinyl-amino]nonadecanedioate OCCN1CCC(CC1)CN(C(CCCCCCCCC(=O)OCC(CCCCCC)CCCC)CCCCCCCCC(=O)OCC(CCCCCC)CCCC)S(=O)CCCCCCCC